citronellyl nicotinate C(C1=CN=CC=C1)(=O)OCCC(C)CCC=C(C)C